CN(C)CC1(CC1)COC1=NC2=C(C(=C(C=C2C(=N1)N1CC2CCC(C1)N2)F)C2=CC(=CC1=CC=CC=C21)O)F 3-(2-((1-((dimethylamino)meth-yl)cyclopropyl)methoxy)-6,8-difluoro-7-(3-hydroxynaphthalen-1-yl)quinazolin-4-yl)-3,8-diazabicyclo[3.2.1]octane